FC1=CC=C(C=C1)C(C)NCC1=NC=C(C=C1)C(F)(F)F 1-(4-fluorophenyl)-N-((5-(trifluoromethyl)pyridin-2-yl)methyl)ethanamine